4-[(E)-2-(dimethylamino)vinyl]-5-nitropyridine-3-carbonitrile CN(/C=C/C1=C(C=NC=C1[N+](=O)[O-])C#N)C